5,7-difluoro-6-(1-(6-(2-fluorophenyl)-1H-imidazo[4,5-b]pyrazin-1-yl)ethyl)-quinoline FC1=C2C=CC=NC2=CC(=C1C(C)N1C=NC=2C1=NC(=CN2)C2=C(C=CC=C2)F)F